Bisdiphenylphosphinoferrocene palladium dichloride [Pd](Cl)Cl.C1(=CC=CC=C1)P(C1=CC=CC=C1)[C-]1C=CC=C1.[C-]1(C=CC=C1)P(C1=CC=CC=C1)C1=CC=CC=C1.[Fe+2]